FC1=C(C(=C(C(=C1[B-](C1=C(C(=C(C(=C1F)F)F)F)F)(C1=C(C(=C(C(=C1F)F)F)F)F)C1=C(C(=C(C(=C1F)F)F)F)F)F)F)F)F.C(C)(C)(C1=CC=CC=C1)[IH+](C(C)(C)C1=CC=CC=C1)C(C)(C)C1=CC=CC=C1 triscumyl-iodonium tetrakis(pentafluorophenyl)borate